C(C)OC=1C=C(C=CC1S(NC1=CC(=C(C=C1)C)OC(F)(F)F)(=O)=O)NC([C@@H](CO)C1=CC=CC=C1)=O (R)-N-(3-ethoxy-4-(N-(4-methyl-3-(trifluoromethoxy)phenyl)sulfamoyl)phenyl)-3-hydroxy-2-phenylpropanamide